2-(2-(3-(3-chloropyridin-2-yl)-5-cyclopropylisoxazol-4-yl)-7-azaspiro[3.5]non-1-en-7-yl)-4-fluorobenzo[d]thiazole-6-carboxylic acid ClC=1C(=NC=CC1)C1=NOC(=C1C1=CC2(C1)CCN(CC2)C=2SC1=C(N2)C(=CC(=C1)C(=O)O)F)C1CC1